(R)-3-(5-(2-Benzyl-4-(methylsulfonyl)piperazin-1-yl)-3-methyl-1H-pyrazolo[3,4-c]pyridin-1-yl)-2,6-difluoro-5-(trifluoromethyl)phenol C(C1=CC=CC=C1)[C@H]1N(CCN(C1)S(=O)(=O)C)C=1C=C2C(=CN1)N(N=C2C)C=2C(=C(C(=C(C2)C(F)(F)F)F)O)F